(S)-N-(1-amino-3-(3-fluorophenyl)propan-2-yl)-2-(methylamino)-5,6-dihydrothieno[2,3-h]quinazoline-8-carboxamide NC[C@H](CC1=CC(=CC=C1)F)NC(=O)C1=CC2=C(CCC=3C=NC(=NC23)NC)S1